N-lauroyl-alanine 2-hexyldecyl ester C(CCCCC)C(COC([C@@H](NC(CCCCCCCCCCC)=O)C)=O)CCCCCCCC